Quinazoline-4-One N1=CNC(C2=CC=CC=C12)=O